ClC1=C(C(=NN1C)C1=NC(=CC=C1)O)C(=O)N1CCC2(CC1)CCN(CC2)CCC(C)(C)C (5-Chloro-3-(6-hydroxypyridin-2-yl)-1-methyl-1H-pyrazol-4-yl)(9-(3,3-dimethylbutyl)-3,9-diazaspiro[5.5]undecan-3-yl)methanone